N12-(3-((4-(6-((4-hydroxy-1-(3-phenylbutanoyl)piperidin-4-yl)methyl)-2-methyl-7-oxo-6,7-dihydro-2H-pyrazolo[4,3-d]pyrimidin-3-yl)benzyl)amino)propyl)dodecanediamide OC1(CCN(CC1)C(CC(C)C1=CC=CC=C1)=O)CN1C=NC=2C(C1=O)=NN(C2C2=CC=C(CNCCCNC(CCCCCCCCCCC(=O)N)=O)C=C2)C